2-(2-naphthyloxy)acetic acid C1=C(C=CC2=CC=CC=C12)OCC(=O)O